ClC=1C=C(OCC[C@H]2CC23CCN(CC3)C(=O)OC(C)(C)C)C=CC1C(=O)OC |o1:7| (R or S)-tert-butyl 1-(2-(3-chloro-4-(methoxycarbonyl)phenoxy)ethyl)-6-azaspiro[2.5]octane-6-carboxylate